ClC1=CC2=C([C@@]3(OCC2(O)C)C[C@H](NCC3)C=3N=NN(C3)C)S1 (2s,4S)-2'-chloro-4'-methyl-2-(1-methyl-1H-1,2,3-triazol-4-yl)-4',5'-dihydrospiro[piperidine-4,7'-thieno[2,3-c]pyran]-4'-ol